1,2,4-triazole-3-sulfonamide N1N=C(N=C1)S(=O)(=O)N